FC(C=1C(=NC=CC1)C1=CC=C(C=C1)C1=NNC2=NC=C(C=C21)C2=CC1=C(CC[C@@H](CC1)N1C3COCC1C3)C=C2)F 6-[(7S)-3-[3-[4-[3-(Difluoromethyl)pyridin-2-yl]phenyl]-1H-pyrazolo[3,4-b]pyridin-5-yl]-6,7,8,9-tetrahydro-5H-benzo[7]annulen-7-yl]-3-oxa-6-azabicyclo[3.1.1]heptane